C(C)(=O)N[C@H]1[C@H](O)O[C@@H]([C@H]([C@@H]1O)O)CO 2-(acetylamino)-2-deoxy-β-D-glucopyranose